2-[methyl(2,2,6,6-tetramethylpiperidin-4-yl)amino]-1,3-benzothiazol CN(C=1SC2=C(N1)C=CC=C2)C2CC(NC(C2)(C)C)(C)C